ClC=1C=C(CNC2=NC(=NC3=CC=C(C=C23)C=2C(=NOC2C)C)C(=O)N[C@@H]2CC[C@H](CC2)O)C=CC1 ((3-chlorobenzyl)amino)-6-(3,5-dimethylisoxazol-4-yl)-N-((trans)-4-Hydroxycyclohexyl)quinazoline-2-carboxamide